BrCCCCCCCCO bromooctylalcohol